C1(CC1)C=1C(=NN2C1N=C(C=C2C=2C=NNC2)N2CC1=CC=CC=C1C2)C(=O)NC2=CC(=CC=C2)O cyclopropyl-N-(3-hydroxyphenyl)-5-(isoindolin-2-yl)-7-(1H-pyrazol-4-yl)pyrazolo[1,5-a]pyrimidine-2-carboxamide